N1-(2-((6-(4H-1,2,4-triazol-4-yl)-1H-indazol-4-yl)amino)ethyl)-N4-(3-chloro-4-(trifluoromethoxy)benzyl)-N1-methylbutane-1,4-diamine N=1N=CN(C1)C1=CC(=C2C=NNC2=C1)NCCN(CCCCNCC1=CC(=C(C=C1)OC(F)(F)F)Cl)C